C(C1=CC=CC=C1)(=O)O.C(C)P(CC)(CC)CC tetraethyl-phosphine benzoate